N-(3-(2-(fluoromethyl)-7-(methylsulfonyl)-2,3-dihydro-[1,4]dioxino[2,3-c]pyridin-5-yl)-1-methyl-1H-pyrrolo[2,3-c]pyridin-5-yl)acetamide FCC1OC2=C(C(=NC(=C2)S(=O)(=O)C)C2=CN(C3=CN=C(C=C32)NC(C)=O)C)OC1